Cl.[C@H]1(CCCC12CCNCC2)N (R)-8-azaspiro[4.5]decan-1-amine monoHCl salt